(R) or (S)-3-fluoro-N'-((2-(1-fluorocyclopropyl)-3-methyl-6,7-dihydro-5H-cyclopenta[b]pyridin-4-yl)carbamoyl)-5-(2-hydroxypropan-2-yl)thiophene-2-sulfonimidamide FC1=C(SC(=C1)C(C)(C)O)[S@@](=O)(N)=NC(NC1=C2C(=NC(=C1C)C1(CC1)F)CCC2)=O |o1:10|